ethyl 3-(4-bromo-3-thienyl)-3-hydroxybutyrate BrC=1C(=CSC1)C(CC(=O)OCC)(C)O